COC(CC(OC)(OC)OC)O[Ti] tetramethoxypropoxytitanium